tert-butyl N-[2-(3-cyanophenyl)-1-(6-methoxy-1,3-benzothiazol-2-yl)ethyl]carbamate C(#N)C=1C=C(C=CC1)CC(C=1SC2=C(N1)C=CC(=C2)OC)NC(OC(C)(C)C)=O